(3S,4S)-1-cyclohexyl-4-{[1-(2,4-difluoro-phenyl)-1H-[1,2,3]triazole-4-carbonyl]-amino}-piperidine-3-carboxylic acid dimethylamide CN(C(=O)[C@H]1CN(CC[C@@H]1NC(=O)C=1N=NN(C1)C1=C(C=C(C=C1)F)F)C1CCCCC1)C